C(C)N1N=C(C(=C1)C1=C(C=CC(=C1)CO)C1C2=C(CNC1)SC(=C2)C#N)C(F)(F)F 4-(2-(1-ethyl-3-(trifluoromethyl)-1H-pyrazol-4-yl)-4-(hydroxymethyl)phenyl)-4,5,6,7-tetrahydrothieno[2,3-c]pyridine-2-carbonitrile